FC1=CC(=CC2=CN(N=C12)C)C=1N=C2SC(=CN2C1)C1CCNCC1 7-fluoro-2-methyl-5-[2-(piperidin-4-yl)imidazo[2,1-b][1,3]thiazol-6-yl]indazole